ClC1=CC=C(C(=N1)C(=O)O)N[C@H](C)C1=C2N=C(C(=NC2=CC(=C1)C)C#N)N(C1CC2=C(N=CS2)CC1)C 6-chloro-3-(((1R)-1-(2-cyano-7-methyl-3-(methyl(4,5,6,7-tetrahydrobenzo[d]thiazol-6-yl)amino)quinoxalin-5-yl)ethyl)amino)picolinic acid